CC1(NC(CC(C1)OC(CCCCCCCCCCCCCCCCC)=O)(C)C)C 2,2,6,6-tetramethylpiperidin-4-yl-octadecanoate